2-(2-methyl-4-(((5-(p-tolyl)-1,3,4-thiadiazol-2-yl)methyl)thio)phenoxy)acetic acid CC1=C(OCC(=O)O)C=CC(=C1)SCC=1SC(=NN1)C1=CC=C(C=C1)C